C(C[Zn])[Zn] ethylenebisZinc